[Na+].[Na+].[Na+].[Na+].C(C(=O)[O-])(=O)[O-].C(C(=O)[O-])(=O)[O-] oxalic acid tetrasodium salt